CN1C(CC(CC1(C)C)NCCCCCCNC1CC(N(C(C1)(C)C)C)(C)C)(C)C N,N'-bis(1,2,2,6,6-pentamethyl-4-piperidyl)1,6-hexanediamine